(4S)-5-[(7S)-2-{3-[4-(3-Methylpyridin-2-yl)phenyl]-1H-pyrrolo[2,3-b]pyridin-5-yl}-6,7,8,9-tetrahydro-5H-benzo[7]annulen-7-yl]-2-oxa-5-azabicyclo[2.2.1]heptane CC=1C(=NC=CC1)C1=CC=C(C=C1)C1=CNC2=NC=C(C=C21)C=2C=CC1=C(CC[C@H](CC1)N1[C@@H]3COC(C1)C3)C2